BrCC1NCC=2C3=C(C(NC2C1)=O)C(=CC=C3)F 3-(bromomethyl)-7-fluoro-1,3,4,5-tetrahydrobenzo[c][1,6]naphthyridin-6(2H)-one